(5-(5-fluoro-2-((3-nitrophenyl) amino) pyrimidin-4-yl)-4-methylthiazol-2-yl) carbamate C(N)(OC=1SC(=C(N1)C)C1=NC(=NC=C1F)NC1=CC(=CC=C1)[N+](=O)[O-])=O